8-bromo-6-chloropyrido[3,2-d]pyrimidin-4-amine BrC1=CC(=NC2=C1N=CN=C2N)Cl